1-ethylpyridyl acetate C(C)(=O)OC1N(C=CC=C1)CC